acetylvaleric acid C(C)(=O)C(C(=O)O)CCC